4-(4-((6-Chlorohexyl)amino)-2-methylphenyl)piperazine-1-carboxylic acid tert-butyl ester C(C)(C)(C)OC(=O)N1CCN(CC1)C1=C(C=C(C=C1)NCCCCCCCl)C